CC(=O)NN1CCC2=CC=CC=C21 acetamidoindoline